3-(4-fluoro-5-((4-(4-((3R,4S)-7-hydroxy-3-phenylchroman-4-yl)phenyl)piperazin-1-yl)methyl)-1-oxoisoindolin-2-yl)piperidine-2,6-dione FC1=C2CN(C(C2=CC=C1CN1CCN(CC1)C1=CC=C(C=C1)[C@@H]1[C@@H](COC2=CC(=CC=C12)O)C1=CC=CC=C1)=O)C1C(NC(CC1)=O)=O